4-((5-((R)-3-(4-amino-3-(4-phenoxyphenyl)-1H-pyrazolo[3,4-d]pyrimidin-1-yl)piperidine-1-yl)-5-oxopentyl)thio)-2-(2,6-dioxopiperidin-3-yl)-7-fluoroisoindoline-1,3-dione NC1=C2C(=NC=N1)N(N=C2C2=CC=C(C=C2)OC2=CC=CC=C2)[C@H]2CN(CCC2)C(CCCCSC2=C1C(N(C(C1=C(C=C2)F)=O)C2C(NC(CC2)=O)=O)=O)=O